C(#N)[C@H]1N2C(N([C@H](CC1)C2)OS(=O)(=O)O)=O.C(C)N(CC)CC triethylamine (2S,5R)-2-cyano-7-oxo-1,6-diazabicyclo[3.2.1]octan-6-yl-sulfate